2-(5-fluoro-6-(4-fluorophenyl)-4-(2-hydroxypropan-2-yl)pyridin-2-yl)tetrahydro-2H-pyran FC=1C(=CC(=NC1C1=CC=C(C=C1)F)C1OCCCC1)C(C)(C)O